C([C@H](O)CC(=O)[O-])(=O)[O-].[K+].[K+] potassium D-malate